(3R)-1-[(2R)-2-[[4-(4-Fluoro-2,6-dimethyl-phenyl)-7-quinolyl]oxy]propanoyl]-3-methylpiperidin FC1=CC(=C(C(=C1)C)C1=CC=NC2=CC(=CC=C12)O[C@@H](C(=O)N1C[C@@H](CCC1)C)C)C